tripyridine zinc [Zn].N1=CC=CC=C1.N1=CC=CC=C1.N1=CC=CC=C1